N1=CC=C(C2=CC=CC=C12)N quinoline-4-amine